N1(CCNCC1)CCNC1=NN=C(C2=CC=CC=C12)C1=C(C=C(C=C1)C(F)(F)F)O 2-(4-{[2-(piperazin-1-yl)ethyl]amino}phthalazin-1-yl)-5-(trifluoromethyl)phenol